N[C@@H]1CC[C@H](CC1)N[C@H]1[C@@H](C1)C1=CC=C(C=C1)C1=CC(=CC=C1)NS(=O)(=O)N1CCNCC1 N-(4'-((1S,2R)-2-(((trans)-4-aminocyclohexyl)amino)cyclopropyl)-[1,1'-biphenyl]-3-yl)piperazine-1-sulfonamide